2,2,2-trifluoro-N-(5-nitro-3-(phenylethynyl)pyridin-2-yl)acetamide (2R,4R)-1-(tert-butoxycarbonyl)-4-methylpyrrolidine-2-carboxylate C(C)(C)(C)OC(=O)N1[C@H](C[C@H](C1)C)C(=O)O.FC(C(=O)NC1=NC=C(C=C1C#CC1=CC=CC=C1)[N+](=O)[O-])(F)F